3-(5-(((1S*,5R*,6R)-3-ethyl-3-azabicyclo[4.1.0]heptan-5-yl)oxy)-1-oxoisoindolin-2-yl)piperidine-2,6-dione C(C)N1C[C@H]2C[C@H]2[C@H](C1)OC=1C=C2CN(C(C2=CC1)=O)C1C(NC(CC1)=O)=O |o1:4,7|